(2R)-3-[benzyl-(methyl)amino]propane-1,2-diol C(C1=CC=CC=C1)N(C[C@H](CO)O)C